N-(benzofuran-4-ylmethyl)-1-(2-chloro-6-fluorobenzyl)-3-methyl-2-oxo-1,2,3,4-tetrahydroquinazoline-7-carboxamide O1C=CC2=C1C=CC=C2CNC(=O)C2=CC=C1CN(C(N(C1=C2)CC2=C(C=CC=C2F)Cl)=O)C